O1[C@@H](COCC1)CNC(=O)C1=C(C2=C(CCC3=CN(N=C23)CC2=NC=CC=C2)O1)C(F)(F)F N-[(2R)-1,4-dioxan-2-ylmethyl]-2-(pyridin-2-ylmethyl)-8-(trifluoromethyl)-4,5-dihydro-2H-furo[2,3-g]indazole-7-carboxamide